C(C)(C)NC(O[C@H]1C[C@H](CC1)C=1NN=C(C1)NC(=O)C=1N(N=C(C1)C1=CC(=C(C=C1)O)C=O)C)=O (1R,3S)-3-{5-[5-(3-formyl-4-hydroxyphenyl)-2-methylpyrazole-3-amido]-2H-pyrazol-3-yl}cyclopentyl N-isopropylcarbamate